4-[(5-bromo-3-pyridinyl)sulfonyl]benzoic acid BrC=1C=C(C=NC1)S(=O)(=O)C1=CC=C(C(=O)O)C=C1